Ethyl 5-[(11R)-6-(2,6-dimethylphenyl)-11-(2,2-dimethylpropyl)-2,2,13-trioxo-9-oxa-2λ6-thia-3,5,12,19-tetrazatricyclo[12.3.1.14,8]nonadeca-1(18),4,6,8(19),14,16-hexaen-12-yl]pentanoate CC1=C(C(=CC=C1)C)C=1N=C2NS(C=3C=CC=C(C(N([C@@H](COC(C1)=N2)CC(C)(C)C)CCCCC(=O)OCC)=O)C3)(=O)=O